ClC=1C=C(OC2CCN(CC2)C2=C(C(N(C3=CC(=CC=C23)N2CCN(CC2)C)C)=O)C#N)C=CC1 4-[4-(3-chlorophenoxy)piperidin-1-yl]-1-methyl-7-(4-methylpiperazin-1-yl)-2-oxo-1,2-dihydroquinoline-3-carbonitrile